ClC=1C(=C(CNC(CN(C(CN2N=C(C3=CC=CC=C23)C(=O)N)=O)C(C)C(C)C)=O)C=CC1)F 1-(2-((2-((3-chloro-2-fluorobenzyl)amino)-2-oxoethyl)(3-methylbut-2-yl)amino)-2-oxoethyl)-1H-indazole-3-carboxamide